3'-fluoro-5',6-dimethyl-4-((1S,2S)-2-(4,4,5,5-tetramethyl-1,3,2-dioxaborolan-2-yl)cyclopropyl)-2H-[1,4'-bipyridin]-2-one FC=1C=NC=C(C1N1C(C=C(C=C1C)[C@@H]1[C@H](C1)B1OC(C(O1)(C)C)(C)C)=O)C